S1C=C(C2=C1C=CC=C2)C(=O)N 1-benzothiophene-3-carboxamide